tert-butyl 6-(3-chloro-6-(2-(ethyl (isopropyl) carbamoyl)-4-fluorophenoxy)-1,2,4-triazin-5-yl)-2,6-diazaspiro[3.4]octane-2-carboxylate ClC=1N=NC(=C(N1)N1CC2(CN(C2)C(=O)OC(C)(C)C)CC1)OC1=C(C=C(C=C1)F)C(N(C(C)C)CC)=O